N-(4-cyclopropyl-1-ethyl-5-methyl-1H-pyrazol-3-yl)-2-(2-(trifluoromethyl)phenyl)acetamide C1(CC1)C=1C(=NN(C1C)CC)NC(CC1=C(C=CC=C1)C(F)(F)F)=O